C(CCCCCCCCCCO)O undecylene alcohol